[10B] The molecule is a stable isotope of boron with relative atomic mass 10.0129370, 19.9 atom percent natural abundance and nuclear spin 3+.